2,5-Dichloro-8-(4-methylpyridin-3-yl)quinazoline ClC1=NC2=C(C=CC(=C2C=N1)Cl)C=1C=NC=CC1C